2H-1,2,3-triazole-5-carboxylate N=1NN=CC1C(=O)[O-]